lead-tellurium [Te].[Pb]